(S)-5-(tert-butoxy)-2-(2-((tert-butoxycarbonyl)amino)acetamido)-5-oxopentanoic acid C(C)(C)(C)OC(CC[C@@H](C(=O)O)NC(CNC(=O)OC(C)(C)C)=O)=O